N-[4-(9-phenyl-9H-carbazol-3-yl)phenyl]-9,9-dimethyl-9H-fluoren-2-amine C1(=CC=CC=C1)N1C2=CC=CC=C2C=2C=C(C=CC12)C1=CC=C(C=C1)NC1=CC=2C(C3=CC=CC=C3C2C=C1)(C)C